2-(3-fluoro-2-naphthyl)-3-(pyridin-4-yl)-4,5,6,7-tetrahydropyrazolo[1,5-a]pyrazin-5-ium chloride [Cl-].FC=1C(=CC2=CC=CC=C2C1)C1=NN2C(C[NH2+]CC2)=C1C1=CC=NC=C1